9-oxo-1-oxaspiro[5.5]undec-7-ene-8-carbonitrile O=C1C(=CC2(CCCCO2)CC1)C#N